COC=1C=C(C=CC1OC)C=1NC2=CC=C(C=C2C1C(C)C)C1CCN(CC1)C(CN1C[C@H](CCC1)C(=O)NC(C)C)=O (S)-1-(2-(4-(2-(3,4-dimethoxyphenyl)-3-isopropyl-1H-indol-5-yl)piperidin-1-yl)-2-oxoethyl)-N-isopropylpiperidine-3-carboxamide